1-[(3,4-dimethoxybenzyl)oxy]-3-[4-(diphenylmethyl)-1-piperazinyl]-2-propanol dihydrochloride Cl.Cl.COC=1C=C(COCC(CN2CCN(CC2)C(C2=CC=CC=C2)C2=CC=CC=C2)O)C=CC1OC